BrC=1C(=C(C#N)C=CC1)OCOCCOC 3-bromo-2-(2-methoxy-ethoxymethoxy)-benzonitrile